(S)-1-(3-(4-amino-3-((2,6-difluoro-3,5-dimethoxyphenyl)ethynyl)-7-(1-methyl-1H-1,2,4-triazol-5-yl)-1H-pyrazolo[4,3-c]pyridin-1-yl)pyrrolidin-1-yl)prop-2-en-1-one NC1=NC=C(C2=C1C(=NN2[C@@H]2CN(CC2)C(C=C)=O)C#CC2=C(C(=CC(=C2F)OC)OC)F)C2=NC=NN2C